[1,2,4]Triazolo[1,5-c]Pyrimidine-8-carboxylic acid methyl ester COC(=O)C=1C=2N(C=NC1)N=CN2